2-bromo-1-(4-bromophenyl)-3-methylbutan-1-one BrC(C(=O)C1=CC=C(C=C1)Br)C(C)C